tert-butyl N-[2-[4-[6-[2-cyano-3-[[(3R)-3-fluoropyrrolidin-1-yl]sulfonylamino]anilino]-4-oxo-quinazolin-3-yl]butanoylamino]ethyl]-N-methyl-carbamate C(#N)C1=C(NC=2C=C3C(N(C=NC3=CC2)CCCC(=O)NCCN(C(OC(C)(C)C)=O)C)=O)C=CC=C1NS(=O)(=O)N1C[C@@H](CC1)F